C(OCCO)(OCCO)=O di(hydroxyethyl) carbonate